3-[1-(1,1-dioxo-hexahydro-1λ6-thiopyran-4-ylmethyl)-6-fluoro-1H-indol-5-ylethynyl]-2-(1H-indol-6-yl)-benzoic acid O=S1(CCC(CC1)CN1C=CC2=CC(=C(C=C12)F)C#CC=1C(=C(C(=O)O)C=CC1)C1=CC=C2C=CNC2=C1)=O